tetrahydro-5-(butyl)-1,3,5-triazin-2-one C(CCC)N1CNC(NC1)=O